N[C@H]1CS(C=C1)(=O)=O (R)-3-amino-2,3-dihydrothiophene-1,1-dioxide